ClC1=CC=C(C=C1)C1=CC=2C(=NC=C3C=CC(N(C23)C2=C(C=C(C(=O)NC3CC3)C=C2)C)=O)C=C1 4-(9-(4-chlorophenyl)-2-oxobenzo[h][1,6]naphthyridin-1(2H)-yl)-N-cyclopropyl-3-methylbenzamide